hydroxymethyl-ammonium methylsulfate COS(=O)(=O)[O-].OC[NH3+]